C(C)(C)(C)SC1=C(NC2=CC(=CC=C12)C(C)C)CC(C(=O)OCC)(C)C Ethyl 3-(3-(tert-butylthio)-6-isopropyl-1h-indol-2-yl)-2,2-dimethylpropionate